2-Acetyl-N-[4-(1,1,1,3,3,3-hexafluoro-2-hydroxypropan-2-yl)phenyl]-5-[(2-methylpropyl)sulfonyl]-2,3-dihydro-1H-isoindol-1-carboxamid C(C)(=O)N1C(C2=CC=C(C=C2C1)S(=O)(=O)CC(C)C)C(=O)NC1=CC=C(C=C1)C(C(F)(F)F)(C(F)(F)F)O